C(C1=CC=CC=C1)N(C(CC1=CN(C2=CC=CC=C12)C(=O)OC(C)(C)C)=O)C tert-Butyl 3-(2-(benzyl(methyl)amino)-2-oxoethyl)-1H-indole-1-carboxylate